C(C)N(CCC1=CNC2=CC=CC(=C12)OC(CC)=O)C propionic acid 3-(2-(ethyl (methyl) amino) ethyl)-1H-indol-4-yl ester